tert-butyl 4-((2-(2,6-dioxopiperidin-3-yl)-5-(hydroxymethyl)-3-oxoisoindolin-4-yl)oxy)piperidine-1-carboxylate O=C1NC(CCC1N1CC2=CC=C(C(=C2C1=O)OC1CCN(CC1)C(=O)OC(C)(C)C)CO)=O